N-hexadecyldimethylAmine C(CCCCCCCCCCCCCCC)N(C)C